(S)-4-(1-(1-(3-methoxybenzyl)-4-(phenylamino)-1H-indol-7-amido)ethyl)benzoic acid COC=1C=C(CN2C=CC3=C(C=CC(=C23)C(=O)N[C@@H](C)C2=CC=C(C(=O)O)C=C2)NC2=CC=CC=C2)C=CC1